1-(4-((4-((4-([1,2,4]triazolo[1,5-a]pyridin-7-yloxy)-3-chloro-2-fluorophenyl)amino)pyrido[3,2-d]pyrimidin-6-yl)thio)piperidin-1-yl)prop-2-en-1-one N=1C=NN2C1C=C(C=C2)OC2=C(C(=C(C=C2)NC=2C1=C(N=CN2)C=CC(=N1)SC1CCN(CC1)C(C=C)=O)F)Cl